chlorine nitrogen [N].[Cl]